ClC=1C2=CN(N=C2C=CC1C1=NNC2=NC(=CN=C21)N2CC1C(C1CC2)(C2=NOC(=C2)C)CN)C [3-[3-(4-chloro-2-methylindazol-5-yl)-1H-pyrazolo[3,4-b]pyrazin-6-yl]-7-(5-methyl-1,2-oxazol-3-yl)-3-azabicyclo[4.1.0]heptan-7-yl]methanamine